The molecule is a non-proteinogenic L-alpha-amino acid that is L-alanine in which one of the methyl hydrogens has been replaced by an ethynyl group. It causes the irreversible inactivation of gamma-cystathionase (also known as cystathionine gamma-lyase) and is used as an affinity labeling reagent for gamma-cystathionase and other enzymes. It has a role as an EC 1.4.3.2 (L-amino-acid oxidase) inhibitor, an EC 2.6.1.2 (alanine transaminase) inhibitor and an EC 2.5.1.48 (cystathionine gamma-synthase) inhibitor. It is a non-proteinogenic L-alpha-amino acid and a terminal acetylenic compound. It is a tautomer of a L-propargylglycine zwitterion. C#CC[C@@H](C(=O)O)N